C12(C=CC(=C1C2)C)C(C)C Thujen-2-ene